2-octylamino-4,6-dimercapto-s-triazine C(CCCCCCC)NC1=NC(=NC(=N1)S)S